ethyl 5-methyl-4-(1-methylindazol-5-yl)sulfonyl-1H-pyrrole-2-carboxylate CC1=C(C=C(N1)C(=O)OCC)S(=O)(=O)C=1C=C2C=NN(C2=CC1)C